4-(2-carboxy-2-hydroxyethyl)benzimidazole C(=O)(O)C(CC1=CC=CC=2N=CNC21)O